BrCCCCSC1=C(N(C=C1C1=CC=CC=C1)S(=O)(=O)CC1=CC=CC=C1)C ((4-bromobutyl)thio)-2-methyl-4-phenyl-1-toluenesulfonyl-1H-pyrrole